C(C1=CC=CC=C1)N1CC(C(CC1)(O)C#C)CC1=CNC2=C(C=C(C=C12)OC)F 1-benzyl-4-ethynyl-3-[(7-fluoro-5-methoxy-1H-indol-3-yl)methyl]piperidin-4-ol